(1R,2S,5S)-N-[1-cyano-3-(1H-indol-3-yl)propyl]-6,6-dimethyl-3-[(2S)-3,3-dimethyl-2-[(2,2,2-trifluoroacetyl)amino]butanoyl]-3-azabicyclo[3.1.0]hexane-2-carboxamide C(#N)C(CCC1=CNC2=CC=CC=C12)NC(=O)[C@@H]1[C@H]2C([C@H]2CN1C([C@H](C(C)(C)C)NC(C(F)(F)F)=O)=O)(C)C